ClC=1C=C(C(=O)NC2=CC=CC=C2)C=C(C1OC)Cl N-(3,5-dichloro-4-methoxybenzoyl)-2-aminobenzene